C(C(=C)C)(=O)O.C(C(=C)C)(=O)OC methyl methacrylate methacrylate